3,6-Difluoro-N-methoxy-N-methylpyridine-2-carboxamide FC=1C(=NC(=CC1)F)C(=O)N(C)OC